2-[4-methoxycarbonyl-2-nitrophenyl]-malonic acid-1,3-dimethyl ester COC(C(C(=O)OC)C1=C(C=C(C=C1)C(=O)OC)[N+](=O)[O-])=O